3,3-dimethylindene CC1(C=CC2=CC=CC=C12)C